O=C1N(CCC(N1)=O)C1=NN(C2=CC(=C(C=C12)F)C1=CC2COCC(C1)N2C(=O)OC(C)(C)C)C tertbutyl 7-[3-(2,4-dioxohexahydropyrimidin-1-yl)-5-fluoro-1-methyl-indazol-6-yl]-3-oxa-9-azabicyclo[3.3.1]non-6-ene-9-carboxylate